COC1=CC2=C(C=3C=NN(C13)C)C=C(S2)C(C)=O 1-{4-methoxy-3-methyl-3H-thieno[3,2-e]indazol-7-yl}ethan-1-one